2-(4-chloro-5-(4,4,5,5-tetramethyl-1,3,2-dioxaborolan-2-yl)-1H-indazol-1-yl)-N,N-dimethylacetamide ClC1=C2C=NN(C2=CC=C1B1OC(C(O1)(C)C)(C)C)CC(=O)N(C)C